CC1(OB(OC1(C)C)C=1C=C2CNC(C2=CC1)=O)C 5-(4,4,5,5-tetramethyl-1,3,2-dioxaborolan-2-yl)isoindolin-1-one